trans-(S)-(4-(3-fluoro-5-(piperazin-1-yl)phenoxy)piperidin-1-yl)(4-(pyrrolidin-3-yloxy)-3-(4-(trifluoromethyl)cyclohexyl)phenyl)methanone dihydrochloride Cl.Cl.FC=1C=C(OC2CCN(CC2)C(=O)C2=CC(=C(C=C2)O[C@@H]2CNCC2)[C@@H]2CC[C@H](CC2)C(F)(F)F)C=C(C1)N1CCNCC1